C(C)(=O)N1C(C=2NC3=C(C=CC=C3C2CC1)OC)C(=O)OCC ethyl 2-acetyl-8-methoxy-2,3,4,9-tetrahydro-1H-pyrido[3,4-b]indole-1-carboxylate